methyl 3-bromo-4-[[3-[[1-(2,2,2-trifluoroacetyl)-4-piperidyl]methyl]azetidin-1-yl]methyl]benzoate BrC=1C=C(C(=O)OC)C=CC1CN1CC(C1)CC1CCN(CC1)C(C(F)(F)F)=O